3-(7-methyl-1H-indol-4-yl)-2-(2,6-diethylphenyl)-5-(5-(1-methylethyl)pyridin-2-yl)-4,5,6,7-tetrahydro-2H-pyrazolo[4,3-c]pyridine CC=1C=CC(=C2C=CNC12)C=1N(N=C2C1CN(CC2)C2=NC=C(C=C2)C(C)C)C2=C(C=CC=C2CC)CC